(dimethylamino)triethoxysilane CN(C)[Si](OCC)(OCC)OCC